4,5-bis(di-t-butylphosphino)-9,9-dimethylxanthene C(C)(C)(C)P(C1=CC=CC=2C(C3=CC=CC(=C3OC12)P(C(C)(C)C)C(C)(C)C)(C)C)C(C)(C)C